N-(4-{[4-(2-hydroxy-2-methylpropyl)-2-methylpiperazinyl]methyl}phenyl){[(4-methoxyphenyl)methyl]amino}carboxamide OC(CN1CC(N(CC1)CC1=CC=C(C=C1)NC(=O)NCC1=CC=C(C=C1)OC)C)(C)C